(5-(4-fluorobenzoyl)-2-((1-methyl-1H-pyrazol-4-yl)amino)-7H-pyrrolo[2,3-d]pyrimidin-5-yl)(4-fluorophenyl)methanone FC1=CC=C(C(=O)C2(CNC=3N=C(N=CC32)NC=3C=NN(C3)C)C(=O)C3=CC=C(C=C3)F)C=C1